CC1C(C(CC(=C1)C)C)C1OCC(CO1)C=O 2-(2,4,6-trimethylcyclohex-3-en-1-yl)-1,3-dioxane-5-carbaldehyde